BrC=1C=C2C(=NN(C2=CC1)C1OCCCC1)C(=O)O 5-bromo-1-(tetrahydro-2H-pyran-2-yl)-1H-indazole-3-carboxylic acid